CC1(C2=CC=CC=C2C=2C=CC(=CC12)B(O)O)C (9,9-dimethyl-9H-fluorene-2-yl)boronic acid